bromo-7-fluoronaphthalene-1,3-diol BrC1=C(C2=CC(=CC=C2C=C1O)F)O